benzyl-dihydrofuran-2(3H)-one C(C1=CC=CC=C1)C1C(OCC1)=O